6-but-2-enyl-4-[4-(hydroxymethyl)phenyl]-1H-pyrrolo[2,3-c]pyridin-7-one C(C=CC)N1C(C2=C(C(=C1)C1=CC=C(C=C1)CO)C=CN2)=O